C1(=CC=CC=C1)C1=NC(=NC(=N1)C1=CC=CC=C1)C=1C=C(C=C(C1)N1C2=CC=CC=C2C=2C=C(C=CC12)C1=CC=C(C=C1)C1=CC=CC=C1)N1C2=CC=CC=C2C=2C=C(C=CC12)C1=CC=C(C=C1)C1=CC=CC=C1 9,9'-(5-(4,6-diphenyl-1,3,5-triazin-2-yl)-1,3-phenylene)bis(3-([1,1'-biphenyl]-4-yl)-9H-carbazole)